1-tetradecanoyl-2-(6Z,9Z,12Z,15Z-octadecatetraenoyl)-glycero-3-phospho-(1'-sn-glycerol) CCCCCCCCCCCCCC(=O)OC[C@H](COP(=O)(O)OC[C@H](CO)O)OC(=O)CCCC/C=C\C/C=C\C/C=C\C/C=C\CC